(4-(1-isobutyl-4-(trifluoromethyl)-1H-imidazol-2-yl)phenyl)methanamine C(C(C)C)N1C(=NC(=C1)C(F)(F)F)C1=CC=C(C=C1)CN